N1=C(C=CC=C1)C1=CC(=NN1)C(=O)[O-] 5-(pyridinyl)-pyrazolate